ClC1=NN(C=C1)C=1C=NC=CC1 3-chloro-1-(3-pyridinyl)-1H-pyrazol